OC1=CC=C(C=C1)C(C(=CC1=CC=C(C=C1)[O-])C)CC 4-[3-(4-hydroxyphenyl)-2-methylpent-1-enyl]phenolate